tert-butyl (S)-(1-(7-amino-[1,2,4]triazolo[1,5-a]pyrimidin-5-yl)-2-(3,5-difluorophenyl)ethyl)carbamate NC1=CC(=NC=2N1N=CN2)[C@H](CC2=CC(=CC(=C2)F)F)NC(OC(C)(C)C)=O